(S)-3-methyl-2-{6-oxo-1-propyl-8-[1-(3-trifluoromethyl-benzyl)-1H-pyrazol-4-yl]-6,7-dihydro-1H-purin-2-ylamino}-butyric acid CC([C@@H](C(=O)O)NC=1N(C(C=2NC(=NC2N1)C=1C=NN(C1)CC1=CC(=CC=C1)C(F)(F)F)=O)CCC)C